C(C)(C)(C)OC(CC(=O)O)=O 3-(tert-butoxy)-3-oxopropanoic acid